C(C)(C)C1=CC=C(C=N1)C=1N=C2N(C=CC=C2)C1CN1C2CN(C(C1)CC2)C(=O)OC(C)(C)C racemic-tert.-butyl 5-{[2-(6-isopropylpyridin-3-yl)imidazo[1,2-a]-pyridin-3-yl]methyl}-2,5-diazabicyclo[2.2.2]octane-2-carboxylate